C(=C\C)/N[C@@]1([C@H](O)[C@H](O)[C@@H](CO)O1)N1C(=O)NC(=O)C=C1 (1-E-propenyl-amino)uridine